BrC=1C(=C(C(=O)O)C(=CC1)I)F 3-bromo-2-fluoro-6-iodobenzoic acid